ClC=1C=NN2C1N=C(N=C2NC=2C=NN(C2)C2CCN(CC2)C2CCOCC2)C2=C(C=CC=C2F)Cl 8-chloro-2-(2-chloro-6-fluorophenyl)-N-(1-(1-(tetrahydro-2H-pyran-4-yl)piperidin-4-yl)-1H-pyrazol-4-yl)pyrazolo[1,5-a][1,3,5]triazin-4-amine